CCN(C(C(OCC(=O)N(CC)CC)CCCCCC)=O)CC N,N,N',N'-tetrakis-2-ethylhexyl-diglycolamide